Sodium β-glycerophosphate C(C(CO)OP(=O)([O-])[O-])O.[Na+].[Na+]